N=1OC=C2CN(CCC21)C(=O)N2CCC(CC2)=C(C#N)C2=CC=C(C=C2)C(F)(F)F 2-(1-(4,5,6,7-tetrahydroisoxazolo[4,3-c]pyridine-5-carbonyl)piperidin-4-ylidene)-2-(4-(trifluoromethyl)phenyl)acetonitrile